C(=O)(F)OCCO ethylene glycol fluorocarbonate